1-(2,6-difluorophenyl)ethanol FC1=C(C(=CC=C1)F)C(C)O